BrC1=C(C=CC(=C1)C(F)(F)F)C=1C=C2CCN(C(C2=CC1)=O)C=1C=CC(=C(C1)NS(=O)(=O)C)O N-(5-(6-(2-bromo-4-(trifluoromethyl)phenyl)-1-oxo-3,4-dihydroisoquinolin-2(1H)-yl)-2-hydroxyphenyl)methanesulfonamide